COC=1C(=CC2=C([C@@H]3CC4=C(CN3CC2)C(=C(C=C4)C#N)OC)C1)OC (S)-2,3,9-trimethoxy-10-cyano-6,8,13,13a-tetrahydro-5H-dibenzo[a,g]quinolizine